O(C1=CC=CC=C1)C1=CC=C(C(=O)C2=CC=C(C=C2)OC)C=C1 4-phenoxy-4'-methoxybenzophenone